C(C)(C)(C)OC1=CC=CC=C1 phenyl tert-butyl ether